C(CCC)O[Si](CCCN1CN(CC=C1)CCC[Si](OCCCC)(OCCCC)OCCCC)(OCCCC)OCCCC 1,3-bis(3-(tributoxysilyl)propyl)-1,2,3,4-tetrahydropyrimidine